6-(1H-indazol-6-yl)-N2-[2-(4-methylpyrazol-1-yl)ethyl]-1,3,5-triazine-2,4-diamine N1N=CC2=CC=C(C=C12)C1=NC(=NC(=N1)NCCN1N=CC(=C1)C)N